S1N=C(C=C1)C1=CC(=CN1)S(=O)(=O)Cl 5-isothiazol-3-yl-1H-pyrrole-3-sulfonyl chloride